2-((2-Methoxy-5-(3-(1-methylpiperidin-4-yl)ureido)-4-morpholinophenyl)amino)-4-(1-methyl-1H-indol-3-yl)pyrimidine-5-carboxylic acid isopropyl ester C(C)(C)OC(=O)C=1C(=NC(=NC1)NC1=C(C=C(C(=C1)NC(=O)NC1CCN(CC1)C)N1CCOCC1)OC)C1=CN(C2=CC=CC=C12)C